N(C1=CC=CC=C1)C=O anilineformaldehyde